C([C@@H]1[C@H]([C@@H](C(O1)(COP(=O)([O-])[O-])O)O)O)OP(=O)([O-])[O-] The molecule is an organophosphate oxoanion obtained by removal of all four protons from the phosphate OH groups of D-fructofuranose 1,6-bisphosphate. It has a role as a fundamental metabolite. It derives from a D-fructofuranose. It is a conjugate base of a D-fructofuranose 1,6-bisphosphate.